N-propyl-N-[(3R)-pyrrolidin-3-yl]-2-{1-[4-(trifluoromethoxy)phenyl]-1H-pyrazol-4-yl}-1,3-thiazole-4-carboxamide C(CC)N(C(=O)C=1N=C(SC1)C=1C=NN(C1)C1=CC=C(C=C1)OC(F)(F)F)[C@H]1CNCC1